diacetoxydi-t-butoxysilane C(C)(=O)O[Si](OC(C)(C)C)(OC(C)(C)C)OC(C)=O